C(C)(C)C1(C=C2C(C(C(O2)=O)C)CC1)C 6-isopropyl-3,6-dimethyl-3a,4,5,6-tetrahydrobenzofuran-2(3H)-one